C(CCC)S(=O)(=O)C=1C=C2C=CNC2=CC1 5-Butylsulfonylindole